COC1=CC=C(C=C1)NC1=CC=C(C=C1)C1=CC=CC=C1 N-(4-methoxyphenyl)-4-phenyl-aniline